(2S,3S,4R,5R)-4-[[4-Cyclopropyl-3-(3,4-Difluoro-2-methoxy-phenyl)-5-methyl-5-(trifluoromethyl)tetrahydrofuran-2-carbonyl]amino]pyridin-2-carboxamid C1(CC1)[C@@H]1[C@H]([C@H](O[C@]1(C(F)(F)F)C)C(=O)NC1=CC(=NC=C1)C(=O)N)C1=C(C(=C(C=C1)F)F)OC